N-(2-((1R,4R)-2-oxa-5-azabicyclo[2.2.1]heptane-5-yl)-5-((6-((R)-3-(3-chloro-4-fluorophenyl)isoxazolidine-2-yl)pyrimidine-4-yl)amino)-4-methoxy-phenyl)acrylamide [C@H]12OC[C@H](N(C1)C1=C(C=C(C(=C1)OC)NC1=NC=NC(=C1)N1OCC[C@@H]1C1=CC(=C(C=C1)F)Cl)NC(C=C)=O)C2